C(C)(C)(C)OC(=O)N[C@H](CO)C (S)-2-(tert-butoxycarbonylamino)-1-propanol